C(C)(C)(C)C1=NN=C(O1)C=1C(=NC(=NC1)NC1=CC(=C(C(=O)N)C=C1)C)N[C@H](CO)C1=CC=CC=C1 4-[[5-(5-tert-butyl-1,3,4-oxadiazol-2-yl)-4-[[(1S)-2-hydroxy-1-phenyl-ethyl]amino]pyrimidin-2-yl]amino]-2-methyl-benzamide